triphenylphosphine diiodine [I].[I].C1(=CC=CC=C1)P(C1=CC=CC=C1)C1=CC=CC=C1